FC(N1N=CC(=C1)C=1C(=NC=CC1)C(=O)O)F (1-(difluoromethyl)-1H-pyrazol-4-yl)-2-pyridinecarboxylic acid